ethyl 3-(4,5-difluoro-1-tosyl-1H-indol-7-yl)-2-(dimethylamino)-2-methylpropanoate FC1=C2C=CN(C2=C(C=C1F)CC(C(=O)OCC)(C)N(C)C)S(=O)(=O)C1=CC=C(C)C=C1